3-[4-(2-hydroxyethyl)piperazin-1-yl]propionic acid OCCN1CCN(CC1)CCC(=O)O